N-[3-[2-(difluoromethoxy)-5-[3-[rac-(2R)-morpholin-2-yl]phenoxy]phenyl]-1-methyl-pyrazol-4-yl]pyrazolo[1,5-a]pyrimidine-3-carboxamide FC(OC1=C(C=C(C=C1)OC1=CC(=CC=C1)[C@@H]1CNCCO1)C1=NN(C=C1NC(=O)C=1C=NN2C1N=CC=C2)C)F |r|